CN(C)C1=C(C=CC2=CC=CC=C12)C(=O)[O-] (dimethylamino)naphthalene-2-carboxylate